benzyl (3R)-3-[(tert-butoxycarbonyl)(cyclopropyl)amino]pyrrolidine-1-carboxylate C(C)(C)(C)OC(=O)N([C@H]1CN(CC1)C(=O)OCC1=CC=CC=C1)C1CC1